2,2,3,3-Tetrafluorocyclobutyl (3R,4S)-3-(5-(4-amino-5-(trifluoromethyl)pyrrolo[2,1-f][1,2,4]triazin-7-yl)-2-methoxynicotinamido)-4-fluoropyrrolidine-1-carboxylate NC1=NC=NN2C1=C(C=C2C=2C=NC(=C(C(=O)N[C@@H]1CN(C[C@@H]1F)C(=O)OC1C(C(C1)(F)F)(F)F)C2)OC)C(F)(F)F